FC1=CC=C(C=C1)C\C(\C(=O)O)=N/OC1OCCCC1 (E)-3-(4-fluorophenyl)-2-(((tetrahydro-2H-pyran-2-yl)oxy)imino)propanoic acid